C1(CC1)C1=CC(=NN1)NC1=NC(=NC2=CC=CC=C12)NC1=CC=C(C=C1)CC(=O)[O-] 2-(4-((4-((5-cyclopropyl-1H-pyrazol-3-yl)amino)quinazolin-2-yl)amino)phenyl)acetate